ClC1=CC=2C3=C(C(=NC2C(=C1C1=CC(=CC2=CC=CC=C12)O)F)N1CC(C1)N(C)C)N=CN3C3C1CN(C3C1)C(=O)OC(C)(C)C tert-butyl (endo)-5-(8-chloro-4-(3-(dimethylamino)azetidin-1-yl)-6-fluoro-7-(3-hydroxynaphthalen-1-yl)-1H-imidazo-[4,5-c]quinolin-1-yl)-2-azabicyclo[2.1.1]hexane-2-carboxylate